2-[7-[[5-(trifluoromethyl)-2-pyridyl]methyl]-2,7-diazaspiro[3.4]octane-2-carbonyl]-8-oxa-2,5-diazaspiro[3.5]nonan-6-one FC(C=1C=CC(=NC1)CN1CCC2(CN(C2)C(=O)N2CC3(C2)NC(COC3)=O)C1)(F)F